The molecule is an organic cation consisting of 7-(4-methylanilino)phenazine carrying additional methyl, amino and 4-methylphenyl substituents at positions 2, 3 and 5 respectively. One of four components of mauvaine, a syntheteic violet-coloured dye. It has a role as a histological dye. It is an organic cation and a member of phenazines. CC1=CC=C(C=C1)NC2=CC3=C(C=C2)N=C4C=C(C(=CC4=[N+]3C5=CC=C(C=C5)C)N)C